OC1=C(C=C(C=C1C)/C=C/C(=O)C1=CC=C(C2=C1C=CO2)SC)C (E)-3-(4-hydroxy-3,5-dimethylphenyl)-1-(7-(methylthio)benzofuran-4-yl)prop-2-en-1-one